C(CCCCCCC)C1=CC=C(C=C1)SP(S)S.ClC(C(F)(F)F)(CC(C(F)(F)F)Cl)C(F)(F)F 2,4-dichloro-1,1,1,5,5,5-hexafluoro-2-(trifluoromethyl)pentane para-octylphenyltrithiophosphite